tetraethyleneglycol diethylhexanoate C(C)C(C(=O)OCCOCCOCCOCCO)(CCCC)CC